Isopropyl 1-((((1-((3-chloro-4-fluorophenyl)carbamoyl)-2-methyl-2,4,5,6-tetrahydrocyclopenta[c]pyrrol-4-yl)carbamoyl)oxy)methyl)-3,3-difluorocyclobutane-1-carboxylate ClC=1C=C(C=CC1F)NC(=O)C=1N(C=C2C1CCC2NC(=O)OCC2(CC(C2)(F)F)C(=O)OC(C)C)C